2-(2-hydroxy-4-dimethylaminophenyl)-5-methyl-2H-benzotriazole OC1=C(C=CC(=C1)N(C)C)N1N=C2C(=N1)C=CC(=C2)C